ClC1=CC=C(C=C1)C12C(C3=C(C=NC=C3OC)O1)(C(C(C2C2=CC=CC=C2)C(=O)[O-])O)O 7a-(4-chlorophenyl)-4b,5-dihydroxy-4-methoxy-7-phenyl-4b,6,7,7a-tetrahydro-5H-cyclopenta[4,5]furo[2,3-c]pyridine-6-carboxylate